CN1C(C=2C=C(C=C(C2C=2C1=NN(C2)C=2C=NC=NC2)C(C)NC2=C(C(=O)O)C=CC=C2)C)=O ((1-(4,7-dimethyl-5-oxo-2-(pyrimidin-5-yl)-4,5-dihydro-2H-pyrazolo[3,4-c]isoquinolin-9-yl)ethyl)amino)benzoic acid